(S)-2-((1-(5-(4-isopropylphenyl)-1,3,4-thiadiazol-2-yl)ethyl)carbamoyl)-4-methoxypyridin-3-yl acetate C(C)(=O)OC=1C(=NC=CC1OC)C(N[C@@H](C)C=1SC(=NN1)C1=CC=C(C=C1)C(C)C)=O